6-(2-ethylphenyl)-2-(2-pyridyloxymethyl)imidazo[1,2-a]pyrimidine C(C)C1=C(C=CC=C1)C=1C=NC=2N(C1)C=C(N2)COC2=NC=CC=C2